1,1,1,3,3,3-Hexafluoropropan-2-yl (R or S)-1-(pyridin-4-ylcarbamoyl)-6-azaspiro[2.5]octane-6-carboxylate N1=CC=C(C=C1)NC(=O)[C@@H]1CC12CCN(CC2)C(=O)OC(C(F)(F)F)C(F)(F)F |o1:9|